C1(CC1)C=1N=CC=2CN([C@@H](COC2N1)C)C1CC2(CN(C2)S(=O)(=O)C2=C(C=CC=C2)F)C1 (7R)-2-cyclopropyl-6-[2-(2-fluorophenyl)sulfonyl-2-azaspiro[3.3]heptan-6-yl]-7-methyl-7,8-dihydropyrimido[5,4-f][1,4]oxazepine